Cl.C1(CC1)COC=1C=C(C=CC1OC(F)F)C1C[C@H](NC1)CC(=O)N ((2S)-4-(3-(cyclopropylmethoxy)-4-(difluoromethoxy)phenyl)pyrrolidin-2-yl)acetamide hydrochloride